2-fluoro-4-(5-hydroxypentyl)nicotinic acid tert-butyl ester C(C)(C)(C)OC(C1=C(N=CC=C1CCCCCO)F)=O